thulium yttrium oxide orthosilicate [Si]([O-])([O-])([O-])[O-].[O-2].[Y+3].[Tm+3]